tert-Butyl 4-(2-((((9H-fluoren-9-yl)methoxy)carbonyl)(methyl)amino)ethyl)piperidine-1-carboxylate C1=CC=CC=2C3=CC=CC=C3C(C12)COC(=O)N(CCC1CCN(CC1)C(=O)OC(C)(C)C)C